N-hexyl-imidazole C(CCCCC)N1C=NC=C1